3-(5-((4-cyclopentyl-3-(trifluoromethyl)benzyl)oxy)-7-methyl-1H-indol-1-yl)propionic acid C1(CCCC1)C1=C(C=C(COC=2C=C3C=CN(C3=C(C2)C)CCC(=O)O)C=C1)C(F)(F)F